CC1(N(CCC1)CCNC(=O)C=1C=C(C(=NC1)C)NC1=NN(C2=NC(=NC=C21)NC=2C=C(C=CC2)C2(CC2)C(=O)O)C)C 1-(3-((3-((5-((2-(2,2-dimethylpyrrolidin-1-yl)ethyl)carbamoyl)-2-methylpyridin-3-yl)amino)-1-methyl-1H-pyrazolo[3,4-d]pyrimidin-6-yl)amino)phenyl)cyclopropanecarboxylic acid